FC(OC=1C=C(C=CC1F)C=1C=C2C(=[N+](C1)[O-])C=NN2CS(=O)(=O)CC)F 6-(3-(difluoromethoxy)-4-fluorophenyl)-1-((ethyl-sulfonyl)methyl)-1H-pyrazolo[4,3-b]pyridine 4-oxide